NC=1SC=CC1C(=O)O.NC=1SC=CC1C(=O)NCC=1C=NC(=CC1)Cl 2-Amino-N-((6-chloropyridine-3-yl)methyl)thiophene-3-carboxamide 2-aminothiophene-3-carboxylate